(3R)-3-[(2S)-1-(tert-butoxy)-3-(3-formylphenyl)-1-oxo(3,3-2H2)propan-2-yl]pyrrolidine-1-carboxylic acid tert-butyl ester C(C)(C)(C)OC(=O)N1C[C@H](CC1)[C@@H](C(=O)OC(C)(C)C)C([2H])([2H])C1=CC(=CC=C1)C=O